5-chloro-4-(cyclopentylmethoxy)-2-fluoro-N-(((3aR,6aS)-hexahydrocyclopenta[b]pyrrol-1(2H)-yl)sulfonyl)benzamide ClC=1C(=CC(=C(C(=O)NS(=O)(=O)N2[C@@H]3[C@@H](CC2)CCC3)C1)F)OCC1CCCC1